N-(1-(2-aminopyridin-3-yl)-3,3-difluoropropyl)-N-(2-((tert-butyldimethylsilyl)oxy)ethyl)-4-nitrobenzenesulfonamide NC1=NC=CC=C1C(CC(F)F)N(S(=O)(=O)C1=CC=C(C=C1)[N+](=O)[O-])CCO[Si](C)(C)C(C)(C)C